peroxystatine N[C@@H](CC(C)C)[C@@H](O)CC(=O)OO